bromotrithiol BrC=1SSSC1